FC1=CC=C(C=C1)C(C=CC1=CC=C(C=C1)OCCCCO)=O 1-(4-Fluorophenyl)-3-[4-(4-hydroxybutoxy)phenyl]prop-2-en-1-one